N-[(2R,3R)-1-[2-[3-Cyclopropyl-5-(trifluoromethyl)pyrazol-1-yl]acetyl]-2-[2-methyl-3-(trideuteriomethoxy)phenyl]pyrrolidin-3-yl]-2-methoxy-pyridine-3-carboxamide C1(CC1)C1=NN(C(=C1)C(F)(F)F)CC(=O)N1[C@@H]([C@@H](CC1)NC(=O)C=1C(=NC=CC1)OC)C1=C(C(=CC=C1)OC([2H])([2H])[2H])C